N=1N2C(=CC1)CCC2 5,6-dihydro-4H-pyrrolo(1,2-b)pyrazole